ClC=1N=CC(=NC1)N[C@@H]1C[C@H](CC1)NC1=CC=C(C=N1)N1C(N(C(C1)=O)C)=O 1-(6-(((1S,3S)-3-((5-Chloropyrazin-2-yl)amino)cyclopentyl)amino)pyridin-3-yl)-3-methylimidazolidine-2,4-dione